C(CCCCCCC)(=O)OCC(COC(CCCCCCC)=O)CCC(OCCC(OC(OCCCN(C)C)=O)CCCCCCCCCCCC)=O 2-(9-dodecyl-2-methyl-7,13-dioxo-6,8,12-trioxa-2-azapentadecan-15-yl)propane-1,3-diyl dioctanoate